COC=1C=C(C=CC1OC)C1=CC=NC=2N1N=C(C2)C(=O)N2CCC(CC2)NC(OC(C)(C)C)=O tert-butyl (1-(7-(3,4-dimethoxyphenyl) pyrazolo[1,5-a]pyrimidine-2-carbonyl)piperidin-4-yl)carbamate